ClC1=CC=C(C=C1)N1C(N=CC=C1)C1=C(N=C2N1C=CN=C2)C(F)(F)F N-(4-chlorophenyl)-2-[2-(trifluoromethyl)imidazo[1,2-a]pyrazin-3-yl]pyrimidin